CC1=CC=2C(C3=CC(=CC=C3NC2C=C1)C)=O 2,7-dimethyl-9(10H)-acridone